COC(=O)C1=CC2=C(N(C(=N2)C=2N3C(CN(C=4C=CC=C(C2)C34)CCCO)C(C)C)C)C(=C1)F 7-fluoro-2-[9-(3-hydroxypropyl)-11-isopropyl-1,9-diazatricyclo[6.3.1.04,12]dodeca-2,4,6,8(12)-tetraen-2-yl]-1-methyl-benzimidazole-5-carboxylic acid methyl ester